BrC1=CC=C(C(=N1)N(CC(=O)OCC)[C@@H]1CC[C@H](CC1)N(C1=C(C=CC=C1)OCOCC[Si](C)(C)C)C1CC1)[N+](=O)[O-] trans-Ethyl 2-((6-bromo-3-nitropyridin-2-yl)(4-(cyclopropyl(2-((2-(trimethylsilyl)ethoxy) methoxy)phenyl)amino)cyclohexyl)amino)acetate